N-(2-(4-fluoro-1H-indol-3-yl)ethyl)-2-hydroxy-4-methylbenzamid FC1=C2C(=CNC2=CC=C1)CCNC(C1=C(C=C(C=C1)C)O)=O